N1(N=CN=C1)C1=NC=C(C2=CC=CC=C12)C(C)N(C(=O)NC1=CC(=C(C=C1)F)Cl)C 1-(1-(1-(1H-1,2,4-triazol-1-yl)isoquinolin-4-yl)ethyl)-3-(3-chloro-4-fluorophenyl)-1-methyl-urea